CC1=C(C(=C2C=CC3=CC=CC4=CC=C1C2=C34)C)C 1,2,3-trimethylpyrene